C(C)(CC)OC1CCC(CC1)CO (4-(sec-butoxy)cyclohexyl)methanol